(2-methyl-4-(pyrazin-2-yl)quinolin-6-yl)(morpholino)methanone CC1=NC2=CC=C(C=C2C(=C1)C1=NC=CN=C1)C(=O)N1CCOCC1